8-(tert-Butyl) 2-methyl (+)-rel-(1R,2R,5S)-4-oxo-3,8-diazabicyclo[3.2.1]octane-2,8-diformate O=C1N[C@H]([C@H]2CC[C@@H]1N2C(=O)OC(C)(C)C)C(=O)OC |o1:3,4,7|